COC=1C=C(C(=C(C1O)O)C)C1=NC2=C(N1C1(COC1)C)C=CC=C2 6-methoxy-3-methyl-4-(1-(3-methyloxetan-3-yl)-1H-benzo[d]imidazol-2-yl)benzene-1,2-diol